3-((4-(4-fluoro-2-methyl-1H-indol-5-yloxy)-6-methoxyquinazolin-7-yloxy)methyl)-N,N-dimethylcyclobutylamine FC1=C2C=C(NC2=CC=C1OC1=NC=NC2=CC(=C(C=C12)OC)OCC1CC(C1)N(C)C)C